tert-Butyl (3RS,4RS)-3-((2-(((R)-1-cyclopropyl-2-hydroxyethyl)amino)-9-ethyl-9H-purin-6-yl)amino)-4-fluoropyrrolidine-1-carboxylate C1(CC1)[C@H](CO)NC1=NC(=C2N=CN(C2=N1)CC)N[C@@H]1CN(C[C@H]1F)C(=O)OC(C)(C)C |&1:19,23|